C1(CC1)N1C(=CC=2N=NC(=CC21)C2=C(C=CC=C2)O)[C@H]2CN(CC2)C2=NC=CC(=N2)C2=NOC(=C2)C(C(=O)O)C(C)C 2-(3-{2-[(3R)-3-[5-cyclopropyl-3-(2-hydroxyphenyl)pyrrolo[3,2-c]pyridazin-6-yl]pyrrolidin-1-yl]pyrimidin-4-yl}-1,2-oxazol-5-yl)-3-methylbutanoic acid